2-aminoethyl(2-aminoethoxy)diphenylborane NCCC1=C(C=CC=C1)B(C1=CC=CC=C1)OCCN